5-amino-1-methyl-3-nitro-1,2,4-triazole NC1=NC(=NN1C)[N+](=O)[O-]